FC1CN(CC1)C1=NC=C(C=N1)C=1SC=2C=NCCC2N1 2-(2-(3-fluoropyrrolidin-1-yl)pyrimidin-5-yl)-6,7-dihydrothiazolo[5,4-c]pyridin